NC=1N=C(C=C2C=C(N=CC12)NC(=O)[C@H]1[C@H](C1)F)C=1C=NC(=CC1C)N1C[C@H](CC1)N |r| (±)-cis-N-[8-amino-6-[6-[(3S)-3-aminopyrrolidin-1-yl]-4-methyl-3-pyridinyl]-2,7-naphthyridin-3-yl]-2-fluoro-cyclopropanecarboxamide